(3S,5S)-5-(aminomethyl)-1-benzylpyrrolidine-3-carbonitrile NC[C@@H]1C[C@@H](CN1CC1=CC=CC=C1)C#N